NC=1C(=NC(=CN1)C1=CC(=C(C=C1)N1CC2(C1)CN(CC2)C)C#N)N2N=CC(=C2)C(=O)N 1-{3-amino-6-[3-cyano-4-(6-methyl-2,6-diazaspiro[3.4]oct-2-yl)phenyl]pyrazin-2-yl}pyrazole-4-carboxamide